N,N-dimethylaminoethyl-hydrazine CNN(NCC)NC